C1(CCC1)N1C=CC2=CC(=C(C=C12)C(=O)NC1(CC1)C1=CC=CC2=CC=CC=C12)C 1-Cyclobutyl-5-methyl-N-(1-(naphthalen-1-yl)cyclopropyl)-1H-indole-6-carboxamide